C1=CC=CC=2SC3=CC=CC=C3N(C12)C1=C2C=CC3=CC=C(C4=CC=C(C=C1)C2=C43)P(C4=CC=CC=C4)(C4=CC=CC=C4)=O (6-(10H-phenothiazin-10-yl)pyrene-1-yl)diphenyl-phosphorus oxide